N,N-Dimethyl-5-[[2-(1-piperidinyl)benzyl]sulfonyl]thiophene-3-sulfonamide CN(S(=O)(=O)C1=CSC(=C1)S(=O)(=O)CC1=C(C=CC=C1)N1CCCCC1)C